7-chloro-1,2,3,4-tetrahydroisoquinolin-1-one ClC1=CC=C2CCNC(C2=C1)=O